ClC1=C(C=CC(=C1)Cl)C=1C(CC1)=NC(C)=O N-[2-(2,4-dichlorophenyl)cyclobutenyl-1-yl]acetamide